NCCN(CCN1CCNCC1)CCN 1-[2-[bis(2-aminoethyl)amino]ethyl]piperazine